[2-[1-(cyclopropylmethyl)-6H-pyrrolo[2,3-e]indol-2-yl]-7-fluoro-1-methyl-benzimidazol-5-yl]methanone C1(CC1)CN1C(=CC=2C1=C1C=CNC1=CC2)C2=NC1=C(N2C)C(=CC(=C1)C=O)F